2-((4-(5-(4,4,5,5-tetramethyl-1,3,2-dioxaborolan-2-yl)pyridin-2-yl)piperazin-1-yl)methyl)pyrimidine CC1(OB(OC1(C)C)C=1C=CC(=NC1)N1CCN(CC1)CC1=NC=CC=N1)C